C(C=C)(=O)N1CCN(CC1)C1=NC(=NC2=C(C(=C(C=C12)Cl)C1=C(C=CC=C1O)F)F)OCCNP(=O)(C)C N-(2-(4-(4-acryloyl-piperazin-1-yl)-6-chloro-8-fluoro-7-(2-fluoro-6-hydroxyphenyl)quinazolin-2-yloxy)ethyl)-P,P-dimethyl-phosphinic amide